Potassium acetylsulfate C(C)(=O)OS(=O)(=O)[O-].[K+]